C(C)(C)(C)C1=CC=C(C=C1)C1=NC(=NN1C1CC1)CN1CCCC1 5-(4-(tert-butyl)phenyl)-1-cyclopropyl-3-(pyrrolidin-1-ylmethyl)-1H-1,2,4-triazole